C(C)(=O)OCC1(CCC1)C1=CC(=C(C=C1OCC1=CC=CC=C1)CC(=O)OC(C)(C)C)F tert-Butyl 2-[4-[1-(acetoxymethyl)cyclobutyl]-5-benzyloxy-2-fluoro-phenyl]acetate